C(C)OC(=O)[C@H]1N[C@H]([C@@](C1)(C)C#N)C1=C(C=CC(=C1)Br)OC |r| Rac-(2s,4s,5r)-5-(5-bromo-2-methoxyphenyl)-4-cyano-4-methylpyrrolidine-2-carboxylic acid ethyl ester